C(#N)/C(=C/[C@H]1C([C@@H]1CCC(=O)OC)(C)C)/C methyl (1R,3R)-3-[(E)-2-cyano-1-propen-1-yl]-2,2-dimethylcyclopropane-propanoate